O1[C@H](COCC1)CN1N=C2C3=C(C[C@@H](C2=C1)C)OC(=C3C(F)(F)F)C(=O)NCC3=NC=CC=N3 (4S)-2-{[(2S)-1,4-Dioxan-2-yl]methyl}-4-methyl-N-[(pyrimidin-2-yl)methyl]-8-(trifluoromethyl)-4,5-dihydro-2H-furo[2,3-g]indazol-7-carboxamid